FC=1C=C2C(=CC=NC2=CC1)C1CCC(CC1)CC(=O)N1C(OC[C@H]1C1=CC=CC=C1)=O (R)-3-(2-((1s,4S)-4-(6-fluoroquinolin-4-yl)cyclohexyl)acetyl)-4-phenyloxazolidin-2-one